C(CCCCCCC)C(CCCCO)CCCCCCCC 5-Octyltridecan-1-Ol